1,3-dimethyl-5-(4,4,5,5-tetramethyl-1,3,2-dioxaborolan-2-yl)-1H-benzo[d]imidazol-2(3H)-one CN1C(N(C2=C1C=CC(=C2)B2OC(C(O2)(C)C)(C)C)C)=O